C(=O)(O)C1=CC=C(C=C1)NC([C@H](C[C@H]1[C@@H](C1)C)C1=[N+](C=C(C=C1)C1=C(C(=CC=C1OC(F)F)Cl)F)[O-])=O 2-((R)-1-((4-carboxyphenyl)amino)-3-((1S,2R)-2-methylcyclopropyl)-1-oxopropan-2-yl)-5-(3-chloro-6-(difluoromethoxy)-2-fluorophenyl)pyridine 1-oxide